ClC1=CC2=C(C=N1)C=C(N2COCC[Si](C)(C)C)I 6-chloro-2-iodo-1-((2-(trimethyl-silyl)ethoxy)methyl)-1H-pyrrolo[3,2-c]pyridine